OCCNC1=C(C=C(C=C1)[N+](=O)[O-])O 2-[(2-hydroxyethyl)amino]-5-nitrophenol